FC1=C2C=C(NC2=CC=C1N1C(C2=CC(=CC=C2C(=C1)C(=O)N1CCCCC1)OC)=O)C 2-(4-fluoro-2-methyl-1H-indol-5-yl)-7-methoxy-4-(piperidine-1-carbonyl)-1,2-dihydroisoquinolin-1-one